(S)-4-bromo-2-((1-(N-(2-(diethoxyphosphoryl)acetyl)-N-methylglycyl)-pyrrolidin-2-yl)methoxy)benzoic acid BrC1=CC(=C(C(=O)O)C=C1)OC[C@H]1N(CCC1)C(CN(C)C(CP(=O)(OCC)OCC)=O)=O